tert-butyl (tert-butoxycarbonyl)(7-(3-(4-((4-chloropyridin-2-yl)oxy)-3,3-difluorobutoxy)-2-fluorophenyl)-[1,2,4]triazolo[1,5-a]pyridin-2-yl)carbamate C(C)(C)(C)OC(=O)N(C(OC(C)(C)C)=O)C1=NN2C(C=C(C=C2)C2=C(C(=CC=C2)OCCC(COC2=NC=CC(=C2)Cl)(F)F)F)=N1